2,6-diformyl-4-methoxyphenol C(=O)C1=C(C(=CC(=C1)OC)C=O)O